tert-butyl-4-[1-(2,3-dimethylphenyl)vinyl]-1H-imidazole-1-carboxylate C(C)(C)(C)OC(=O)N1C=NC(=C1)C(=C)C1=C(C(=CC=C1)C)C